CO[C@H]1[C@@H](O[C@H]([C@@H]([C@H]1OCCC)OC)C)OC(NC1=CC=C(C=C1)C1=NN(C=N1)C1=CC=C(C=C1)OC(F)(F)F)=O [(2S,3R,4R,5S,6S)-3,5-dimethoxy-6-methyl-4-propoxy-tetrahydropyran-2-yl]-N-[4-[1-[4-(trifluoromethoxy)phenyl]-1,2,4-triazol-3-yl]phenyl]carbamate